CN1N=C(C=C1)C1[C@H]2CN(C[C@@H]12)C1CC2(C1)CN(CC2)C(=O)OCC ethyl 2-[(1R,5S,6r)-6-(1-methyl-1H-pyrazol-3-yl)-3-azabicyclo[3.1.0]hex-3-yl]-6-azaspiro[3.4]octane-6-carboxylate